4-(((7-(tert-butoxycarbonyl)-7-azaspiro[3.5]non-2-yl)methoxy)methyl)-5-cyclopropyl-2-fluorobenzoic acid C(C)(C)(C)OC(=O)N1CCC2(CC(C2)COCC2=CC(=C(C(=O)O)C=C2C2CC2)F)CC1